ClC1=CNC2=NC=C(C=C21)C=2C=C1CCN(CC1=C(C2)[C@H]2NCCOC2)S(=O)(=O)C (R)-3-(6-(3-chloro-1H-pyrrolo[2,3-b]pyridin-5-yl)-2-(methylsulfonyl)-1,2,3,4-tetrahydroisoquinolin-8-yl)morpholine